1-(1-benzyl-5-(tert-butyl)-1H-imidazol-2-yl)-2,2-dimethylpropan-1-one C(C1=CC=CC=C1)N1C(=NC=C1C(C)(C)C)C(C(C)(C)C)=O